5'-thiomorpholinoadenosine S1CCN(CC1)C([C@@H]1[C@H]([C@H]([C@@H](O1)N1C=NC=2C(N)=NC=NC12)O)O)O